N-(3-((6-(4H-1,2,4-triazol-4-yl)-1H-indazol-4-yl)amino)propyl)-3-((3-cyano-4-cyclopropylbenzyl)amino)propanamide N=1N=CN(C1)C1=CC(=C2C=NNC2=C1)NCCCNC(CCNCC1=CC(=C(C=C1)C1CC1)C#N)=O